ClC1=C(C=CC=C1)C1=CC(=NN1C1CCCC1)C(=O)N[C@H](CC(=O)N(C=1OC=CN1)C)CCN1CC(CCC1)(F)F (3S)-3-{[5-(2-chlorophenyl)-1-cyclopentyl-1H-pyrazol-3-yl]formamido}-5-(3,3-difluoropiperidin-1-yl)-N-methyl-N-(1,3-oxazol-2-yl)pentanamide